NCCC(=O)N[C@@H](CC1=CN(C=N1)C)C(=O)O N-β-Alanyl-1-methylhistidin